phenyl(2-piperazin-1-ylpyrimidin-5-yl)methanone C1(=CC=CC=C1)C(=O)C=1C=NC(=NC1)N1CCNCC1